FC=1C=CC(=NC1)COC1=CC(N(C=C1)C=1C=CC=2C3=C(N(C2C1)C([2H])([2H])[2H])C(C(NC3([2H])[2H])([2H])[2H])([2H])[2H])=O 4-((5-fluoropyridin-2-yl)methoxy)-1-(5-(methyl-d3)-2,3,4,5-tetrahydro-1H-pyrido[4,3-b]indol-7-yl-1,1,3,3,4,4-d6)pyridin-2(1H)-one